NC1=NC=NN2C1=C(N=C2N2CCOCC2)C2=CC=C(CNC(C1=C(C=CC(=C1)F)OC)=O)C=C2 N-(4-(4-amino-7-morpholinoimidazo[5,1-f][1,2,4]triazin-5-yl)benzyl)-5-fluoro-2-methoxybenzamide